C(C)(C)C=1C(=NNC1C=1C=C(C=2N(C1)N=CN2)C)C=2C=C1CCC(CC1=CC2)NC 6-(4-isopropyl-5-(8-methyl-[1,2,4]triazolo[1,5-a]pyridin-6-yl)-1H-pyrazol-3-yl)-N-methyl-1,2,3,4-tetrahydronaphthalen-2-amine